2-(2-chlorophenyl)-N-{3-sulfamoyl-4-[4-(trifluoromethyl)pyridin-2-yl]phenyl}acetamide ClC1=C(C=CC=C1)CC(=O)NC1=CC(=C(C=C1)C1=NC=CC(=C1)C(F)(F)F)S(N)(=O)=O